C(#N)C1(CCOC2=CC=C(C=C12)C(=O)O)C 4-cyano-4-methyl-chromane-6-carboxylic acid